C1(CC1)C([C@@H](C(=O)NC=1C=NC(=CC1)C=1C(=NN(C1CC)COCC[Si](C)(C)C)C)NC(=O)C=1N(N=CC1)C(C)C)C1CC1 N-[(1S)-1-(dicyclopropylmethyl)-2-[[6-[5-ethyl-3-methyl-1-(2-trimethylsilylethoxymethyl)pyrazol-4-yl]-3-pyridyl]amino]-2-oxo-ethyl]-2-isopropyl-pyrazole-3-carboxamide